FC(C(CC(C(F)(F)F)C)=O)(F)F 1,1,1,5,5,5-hexafluoro-4-methyl-2-pentanone